(2R)-2-(1-chlorocyclopropyl)-4-[(1S)-2,2-dichlorocyclopropyl]-1-(1H-1,2,4-triazol-1-yl)-butan-2-ol ClC1(CC1)[C@](CN1N=CN=C1)(CC[C@@H]1C(C1)(Cl)Cl)O